C(#N)[C@H](C[C@H]1C(NCCC1)=O)NC([C@@H](CC1CC1)N1C=CC2=C(C=CC=C12)OC)=O N-[(1R)-2-[[(1S)-1-cyano-2-[(3S)-2-oxo-3-piperidyl]ethyl]amino]-1-(cyclopropylmethyl)-2-oxo-ethyl]-4-methoxy-1H-indole